(E)-4-ethyl-N-(morpholinomethylene)benzenesulfonamide C(C)C1=CC=C(C=C1)S(=O)(=O)/N=C/N1CCOCC1